CN(C1=NC=2N(C3=CC(=CC=C13)C(=C)C)C=NN2)C2=CC=CC=C2 N-methyl-N-Phenyl-8-(prop-1-en-2-yl)-[1,2,4]triazolo[4,3-a]quinazolin-5-amine